ClC1=NC(=C2N=CN(C2=N1)[C@@H]1[C@@H]2[C@]([C@@H]3[C@H]1OC(O3)(C)C)(C2)CO)NC(C2CCCCC2)C2CCCCC2 ((3aR,3bR,4aS,5R,5aS)-5-(2-Chloro-6-((dicyclohexylmethyl)amino)-9H-purin-9-yl)-2,2-dimethyltetrahydrocyclopropa[3,4]cyclopenta[1,2-d][1,3]dioxol-3b(3aH)-yl)methanol